4-[(3s,4R)-4-(5-chloro-2-pyridyl)-3-methyl-1-piperidyl]-1,6-dimethyl-pyrazolo[3,4-b]pyridine ClC=1C=CC(=NC1)[C@H]1[C@@H](CN(CC1)C1=C2C(=NC(=C1)C)N(N=C2)C)C